3-fluoro-5-(((6R,8aS)-1,1,2,2,6,7,7-heptafluoro-8a-hydroxy-1,2,6,7,8,8a-hexahydroacenaphthylen-5-yl)oxy)benzonitrile FC=1C=C(C#N)C=C(C1)OC1=CC=C2C(C([C@@]3(CC([C@@H](C1=C32)F)(F)F)O)(F)F)(F)F